NC[C@@]1(OC2=C(C1)C(=C(C(=C2)F)Cl)C2=C(C(=O)NCCCCCC1=C3CN(C(C3=CC=C1)=O)C1C(NC(CC1)=O)=O)C=CC(=C2F)OC)C2=CC=CC=C2 2-((2S,4R)-2-(aminomethyl)-5-chloro-6-fluoro-2-phenyl-2,3-dihydrobenzofuran-4-yl)-N-(5-(2-(2,6-dioxopiperidin-3-yl)-1-oxoisoindolin-4-yl)pentyl)-3-fluoro-4-methoxybenzamide